3-((3-Bromophenyl)amino)-4-methoxycyclobut-3-ene-1,2-dione BrC=1C=C(C=CC1)NC=1C(C(C1OC)=O)=O